OC(C)(C)C(=O)C(C)(C)O alpha-hydroxyisopropylketone